1-ethyl-8-methoxy-6-fluoro-1,4-dihydro-7-(3-hydroxypyrrolidinyl)-4-oxo-3-quinolinecarboxylic acid C(C)N1C=C(C(C2=CC(=C(C(=C12)OC)N1CC(CC1)O)F)=O)C(=O)O